BrCC(CBr)O 1,3-dibromopropane-2-ol